CC(C(=O)O)CC.OC(C(O)=O)CCC[C@@H]1SC[C@@H]2NC(=O)N[C@H]12 hydroxybiotin MethylButanoate